2-OXAZINE C1CC=NOC1